FC(C1=CC(=NC=C1)C=O)(F)F (4-(trifluoromethyl)pyridine-2-yl)methanone